O1C(=CC=C1)C(=O)NC=1C=CC=C2C=CC=C(C12)C=1OC=CC1 8-(furan-2-carboxamido)naphthalen-1-yl-furan